O=C1NC2=C(N1)C=CC(=C2)NC(=O)C2CCC1=CC=CC=C21 N-(2-oxo-2,3-dihydro-1H-benzo[d]imidazol-5-yl)-2,3-dihydro-1H-indene-1-carboxamide